COC1=C(C(=O)N)C=CC(=C1)OC 2,4-dimethoxybenzamide